COC(=O)C1=C(C=C2C(C(N(C2=C1)C)=O)C)Cl 5-chloro-1,3-dimethyl-2-oxoindoline-6-carboxylic acid methyl ester